CN(C1CCC(CC1)NS(=O)(=O)C=1C=NC(=CC1)N1CCC2(CCOC2)CC1)CC(C)(C)C N-((1r,4r)-4-(Methyl(neopentyl)amino)cyclohexyl)-6-(2-oxa-8-azaspiro[4.5]decan-8-yl)pyridine-3-sulfonamide